dimethyl-1H-1,2,3-triazole CC1=C(N=NN1)C